1-methyl-1H-imidazo[4,5-c]pyridin-2(3H)-one CN1C(NC=2C=NC=CC21)=O